C(CC(=O)C)(=O)OCCOC(C=C)=O 2-(acryloyloxy)ethyl acetoacetate